5,5'-methyl-ethylenedisalicylaldehyde COC=1C(C=O)=CC(=CC1)CCC1=CC=C(C(C=O)=C1)O